C(C)(C)(C)OC(=O)N1CC(C(CC1)(F)F)C1=CN(C(C=C1)=O)CC(F)F 3-(1-(2,2-difluoroethyl)-6-oxo-1,6-dihydropyridin-3-yl)-4,4-difluoropiperidine-1-carboxylic acid tert-butyl ester